CN(C1=NC(N(C2=CC(=CC=C12)C1COCC1)C1=CC=CC=C1)=O)C 4-(dimethylamino)-1-phenyl-7-(tetrahydrofuran-3-yl)quinazolin-2(1H)-one